3-(4-fluoro-2-methylphenyl)-5-(trifluoromethyl)isobenzofuran-1(3H)-one-5-d FC1=CC(=C(C=C1)C1OC(C=2C=CC(CC12)([2H])C(F)(F)F)=O)C